Copper(II) Hexafluoroantimonate F[Sb-](F)(F)(F)(F)F.[Cu+2].F[Sb-](F)(F)(F)(F)F